4-Ethyl-1,3-dioxolan-2-one C(C)C1OC(OC1)=O